FC1(CC2(C1)CN(CC2)C2=NC=CC1=C2N=C(N=C1)SC)F 8-(2,2-difluoro-6-azaspiro[3.4]oct-6-yl)-2-(methylsulfanyl)pyrido[3,4-d]pyrimidine